N=1C=CN2C1C=CC(=C2)C=2C=NN1C2OCC1 7-(imidazo[1,2-a]pyridin-6-yl)-2,3-dihydropyrazolo[5,1-b]oxazole